methoxy(1,1,2,2-tetrafluoroethoxy)methane COCOC(C(F)F)(F)F